1-pent-2-ensulfonat C(C=CCC)S(=O)(=O)[O-]